Cl.FC([C@@H](C)NC=1N=CC2=C(N1)N(C=C2C2=CC=C(C=C2)CN2CCNCC2)[C@@H]2CC[C@H](CC2)O)F trans-4-(2-[[(2R)-1,1-difluoropropan-2-yl]amino]-5-[4-(piperazin-1-ylmethyl)phenyl]pyrrolo[2,3-d]pyrimidin-7-yl)cyclohexan-1-ol hydrochloride